1-methyl-3-butyl-imidazolium CN1C=[N+](C=C1)CCCC